C(C)N(\C=C(\C=O)/F)CC (2Z)-3-(diethylamino)-2-fluoro-2-propenal